2-methyl-9-oxo-11-{4-[(1-oxooctadecyl) oxy] butyl}-2,8-diaza-5,10-dioxapentadec-15-yloctadecanoate CN(C)CCOCCNC(OC(CCCCOC(CCCCCCCCCCCCCCCCC)=O)CCCCOC(CCCCCCCCCCCCCCCCC)=O)=O